S(=O)(=O)(O)[O-].NCCNC(NC=1C=[NH+]N(C1)C)=O 4-(3-(2-aminoethyl)ureido)-1-methyl-1H-pyrazol-2-ium hydrogensulfate